2-chloro-N-(6-methyl-5-((1-methyl-6-((1-methyl-1H-pyrazol-5-yl)amino)-1H-pyrazolo[3,4-d]pyrimidin-3-yl)amino)pyridin-3-yl)acetamide ClCC(=O)NC=1C=NC(=C(C1)NC1=NN(C2=NC(=NC=C21)NC2=CC=NN2C)C)C